6,6a,7,8,9,10-hexahydrobenzo[e]pyrido[1,2-a][1,4]-diazepine-5(12H)-carboxylate C1=CC=CC=2N(CC3N(CC21)CCCC3)C(=O)[O-]